(R)-N-(1-hydroxypropan-2-yl)-5-((2-methoxypyridin-3-yl)methoxy)-2-methylbenzofuran OCC(C)N1[C@@H](C(=CC=C1)COC=1C=CC2=C(C=C(O2)C)C1)OC